N-[4-[[2-(5-chloro-2-methoxy-phenyl)acetyl]amino]-2-pyridyl]-2,2-dimethyl-propanamide ClC=1C=CC(=C(C1)CC(=O)NC1=CC(=NC=C1)NC(C(C)(C)C)=O)OC